B(O[Si](C)(C)C)(O[Si](C)(C)C)O[Si](C)(C)C Tri(trimethylsilyl) borate